S-[2-[(E)-tert-butylsulfinyliminomethyl]-5-methyl-phenyl] ethanethioate C(C)(SC1=C(C=CC(=C1)C)/C=N/S(=O)C(C)(C)C)=O